2-chloro-6-hydrazinopyridine-HCl salt Cl.ClC1=NC(=CC=C1)NN